2-(p-trifluoromethyl-phenoxymethyl)-4-(N-isobutyl-aminomethyl)-thiazole FC(C1=CC=C(OCC=2SC=C(N2)CNCC(C)C)C=C1)(F)F